CC(C)(C)[Si](O[C@H]1C[C@@H](CC[C@H]1NC)C(=O)C1=CC=C(C=C1)F)(C)C [(1R,3S,4R)-3-[1,1-dimethylethyl(dimethyl)silyl]oxy-4-(methylamino)cyclohexyl]-(4-fluorophenyl)methanone